(S)-N-(4-(5-amino-1-(1-(2-hydroxypropionyl)piperidin-4-yl)imidazo[1,5-c]pyrimidin-3-yl)benzyl)-5-fluoro-2-methoxybenzamide NC1=NC=CC=2N1C(=NC2C2CCN(CC2)C([C@H](C)O)=O)C2=CC=C(CNC(C1=C(C=CC(=C1)F)OC)=O)C=C2